BrC=1C=C(C=C(C1)Cl)[C@H]1CN(CCO1)S(=O)(=O)C1=C(C=CC=C1)[N+](=O)[O-] (S)-2-(3-bromo-5-chlorophenyl)-4-((2-nitrophenyl)sulfonyl)morpholine